[[2-[(2R,5S)-2-(1H-benzimidazol-5-yl)-5-methyl-1-piperidyl]-2-oxo-acetyl]amino]pyridine-3-carboxamide N1C=NC2=C1C=CC(=C2)[C@@H]2N(C[C@H](CC2)C)C(C(=O)NC2=NC=CC=C2C(=O)N)=O